Cl.C1(=CC=CC=C1)COC(=O)[C@@H]1CC2=C(CN1)N(C(=N2)C2=NNC1=CC(=CC=C21)C2=C(C=C(C=C2)OCC2=CC=CC=C2)CC)CC2=CC=CC=C2 (S)-3-benzyl-2-(6-(4-(benzyloxy)-2-ethylphenyl)-1H-indazol-3-yl)-4,5,6,7-tetrahydro-3H-imidazo[4,5-c]pyridine-6-carboxylic acid phenylmethyl ester, hydrochloride salt